methyl (7-methoxy-4-(1-methyl-3-phenyl-1H-pyrazol-4-yl)quinazolin-6-yl)carbamate Methyl-carbonochloridate COC(=O)Cl.COC1=C(C=C2C(=NC=NC2=C1)C=1C(=NN(C1)C)C1=CC=CC=C1)NC(OC)=O